arsenic-chromium [Cr].[As]